C(C(C)C)(=O)OC1=C(C=C(C=C1)Cl)/C=N/C(C(C)C)O (E)-4-chloro-2-((1-hydroxy-2-methyl-propylimino)methyl)-phenyl isobutyrate